tert-butyl ((2-chloro-5-(chlorosulfonyl)thiophen-3-yl)methyl)(methyl)carbamate ClC=1SC(=CC1CN(C(OC(C)(C)C)=O)C)S(=O)(=O)Cl